1,4-di(phenylethynyl)benzene C1(=CC=CC=C1)C#CC1=CC=C(C=C1)C#CC1=CC=CC=C1